C1(=CC=CC2=CC=CC=C12)C1=C(C(=C2C=CC=CC2=C1)C1=CC(=CC2=CC=CC=C12)C1=CC=CC2=CC=CC=C12)O 3,3'-di(naphthalen-1-yl)-1,1'-binaphthyl-2-ol